ClC1=NC=C(C=C1F)OCC1=CC=C(C=C1)F 2-chloro-5-((4-fluorobenzyl)oxy)-3-fluoropyridine